BrC=1C=C(C(=C(OC2(CC2)C(=O)OCC)C1)[N+](=O)[O-])F ethyl 1-(5-bromo-3-fluoro-2-nitrophenoxy)cyclopropane-1-carboxylate